ClC=1C(=C(C(NC1CC)=O)C#N)CC 5-chloro-4,6-diethyl-3-cyanopyridinone